C(CCC)S(=O)(=O)NC(=O)N butsulfonylurea